tert-butyl 7-(6-amino-5-methylpyridin-3-yl)-4,7-diazaspiro[2.5]octane-4-carboxylate NC1=C(C=C(C=N1)N1CCN(C2(CC2)C1)C(=O)OC(C)(C)C)C